4-chloro-7-fluoro-N,N-dimethyl-6-(1-(2-methyl-3-(1H-pyrazol-1-yl)propanoyl)-1,2,5,6-tetrahydropyridin-3-yl)-1H-indole-2-carboxamide ClC1=C2C=C(NC2=C(C(=C1)C=1CN(CCC1)C(C(CN1N=CC=C1)C)=O)F)C(=O)N(C)C